(2S,3S,4R,5S,6R)-2-(3-(4-chlorobenzyl)-4-methylphenyl)-6-(methylthio)tetrahydro-2H-pyran ClC1=CC=C(CC=2C=C(C=CC2C)[C@H]2O[C@@H](CCC2)SC)C=C1